(2-(benzyloxy)-4,6-dihydroxyphenyl)(4-((methylamino)methyl)isoindolin-2-yl)methylKetone C(C1=CC=CC=C1)OC1=C(C(=CC(=C1)O)O)C(N1CC2=CC=CC(=C2C1)CNC)C(=O)C(C1=C(C=C(C=C1O)O)OCC1=CC=CC=C1)N1CC2=CC=CC(=C2C1)CNC